N1C=CC2=CC=C(C=C12)C1=NN2C(=NC=CC2=N1)C1=CC(=C(C(=C1)OC)OC)OC 2-(1H-6-indolyl)-5-(3,4,5-trimethoxyphenyl)-[1,2,4]triazolo[1,5-c]pyrimidine